(S)-2-((4-(6-((4-Cyano-2-fluorobenzyl)oxy)pyridin-2-yl)piperidin-1-yl)methyl)-7-hydroxy-1-(oxetan-2-ylmethyl)-1H-benzo[d]imidazole-6-carboxylic acid C(#N)C1=CC(=C(COC2=CC=CC(=N2)C2CCN(CC2)CC2=NC3=C(N2C[C@H]2OCC2)C(=C(C=C3)C(=O)O)O)C=C1)F